COC1=C(C2=CC=CC=C2C=C1C=O)C1=C(C=CC2=CC=CC=C12)OC 2,2'-dimethoxy-[1,1'-binaphthyl]-3-aldehyde